benzyl 4-bromoindoline-1-carboxylate BrC1=C2CCN(C2=CC=C1)C(=O)OCC1=CC=CC=C1